hydroxybenzo[h]quinoline OC1=NC2=C3C(=CC=C2C=C1)C=CC=C3